(4-((2-methoxy-3-(1-methyl-1H-1,2,4-triazol-3-yl)phenyl)amino)-6-((1-(3-methoxycyclobutyl)-1H-pyrazol-3-yl)amino)pyridin-3-yl)propan-1-one COC1=C(C=CC=C1C1=NN(C=N1)C)NC1=C(C=NC(=C1)NC1=NN(C=C1)C1CC(C1)OC)C(CC)=O